2-Chloro-N-(2,6-dibromo-4-(7-fluoro-1H-indazole-4-carbonyl)-5-methoxypyridin-3-yl)acetamide ClCC(=O)NC=1C(=NC(=C(C1C(=O)C=1C=2C=NNC2C(=CC1)F)OC)Br)Br